ethyl 2-[2-(3,6-dihydro-2H-pyran-4-yl)-5-ethyl-7-oxo-6-(piperazin-1-yl)-[1,2,4]triazolo[1,5-a]pyrimidin-4-yl]acetate hydrochloride Cl.O1CCC(=CC1)C1=NN2C(N(C(=C(C2=O)N2CCNCC2)CC)CC(=O)OCC)=N1